OC1C2CN(C(C1)C2)C(=O)OC(C)(C)C tert-butyl rac-5-hydroxy-2-azabicyclo[2.2.1]heptane-2-carboxylate